4-((6-cyclopropyl-1-(tetrahydro-2H-pyran-4-yl)-1H-indazol-5-yl)amino)-2-(2,6-dioxopiperidin-3-yl)isoindoline-1,3-dione C1(CC1)C1=C(C=C2C=NN(C2=C1)C1CCOCC1)NC1=C2C(N(C(C2=CC=C1)=O)C1C(NC(CC1)=O)=O)=O